Piperazinoic acid N1(CCNCC1)C(=O)O